3,3-difluoroindoline FC1(CNC2=CC=CC=C12)F